FC1=CC=C(C=C1)[Se]C1=C(CCCC1)CCNC(C1=NC=CC=C1)=O N-(2-(2-((4-fluorophenyl)selanyl)cyclohex-1-en-1-yl)ethyl)picolinamide